C(C)N1N=C(C=C1C(=O)OCCCN1N=C(C=2C(NCC3(CCOCC3)CC21)=O)CC)C 3-(3-ethyl-4-oxo-spiro[6,8-dihydro-5H-pyrazolo[4,3-c]azepine-7,4'-tetrahydropyran]-1-yl)propyl 2-ethyl-5-methyl-pyrazole-3-carboxylate